2,6-dichloro-isonicotinic acid ClC=1C=C(C(=O)O)C=C(N1)Cl